O1C(=CC=C1)NC(=O)C1=CC=2NC3=C(C=CC=C3C2CC=C1)NCCC N-(fur-2-yl)-4-(propyl)amino-10H-cyclohepta[7,6-b]indole-7-carboxamide